N-geranyl-N-(2-aminoethyl)-p-toluenesulfonamide C(\C=C(/C)\CCC=C(C)C)N(S(=O)(=O)C1=CC=C(C)C=C1)CCN